N-acryl-R-semicarbazide C(=O)(C=C)NNC(=O)N